4-methyl-5-(4,4,5,5-tetramethyl-1,3,2-dioxaborolan-2-yl)oxazole CC=1N=COC1B1OC(C(O1)(C)C)(C)C